2-fluoro-3-(trifluoromethyl)benzoyl chloride FC1=C(C(=O)Cl)C=CC=C1C(F)(F)F